2-methyl-2-morpholino(morpholino)-1-(4-methylthiophenyl)propane-1-one CC(C(=O)C1=CC=C(C=C1)SC)(CN1CCOCC1)N1CCOCC1